(R)-4-(2-(1H-pyrrolo[2,3-b]pyridin-4-yl)-7-(1H-pyrazol-5-yl)thieno[3,2-d]pyrimidin-4-yl)-3-methylmorpholine N1C=CC=2C1=NC=CC2C=2N=C(C1=C(N2)C(=CS1)C1=CC=NN1)N1[C@@H](COCC1)C